CN1C=NC2=C1C(=CC=C2)B2OC(C(O2)(C)C)(C)C 1-methyl-7-(4,4,5,5-tetramethyl-1,3,2-dioxaborolan-2-yl)-1H-benzo[d]Imidazole